3-(4-bromo-5-methyloxazol-2-yl)-3-(3-fluoro-4-methoxyphenyl)propionic acid ethyl ester C(C)OC(CC(C1=CC(=C(C=C1)OC)F)C=1OC(=C(N1)Br)C)=O